FC(CNC(=O)NC1=NC=C(C=C1)C1=C2C(=NC=C1)NC(N2)=O)(F)F 1-(2,2,2-trifluoroethyl)-3-(5-(2,3-dihydro-2-oxo-1H-imidazo[4,5-b]pyridin-7-yl)pyridin-2-yl)urea